ClC=1C=C(C=CC1O)C(C=1C(OC2=C(C(=CC=C2C1O)O)O)=O)C=1C(OC2=C(C(=CC=C2C1O)O)O)=O 3-[(3-Chloro-4-hydroxyphenyl)(4,7,8-trihydroxy-2-oxochromen-3-yl)methyl]-4,7,8-trihydroxy-2H-chromen-2-one